N-(6-Chloro-1,2,3,4-tetrahydroisoquinolin-7-yl)-N-methylacrylamide TFA salt OC(=O)C(F)(F)F.ClC=1C=C2CCNCC2=CC1N(C(C=C)=O)C